C1=CC=CC2=CC3=CC=CC=C3C(=C12)NC(C1=CC=CC=C1)=O N-(anthracene-9-yl)benzamide